ClC=1C=C(C=C(C1C(=O)N1COC2=C(C1)C=CC=C2C2=C(C=C(C(=C2)N2CCOCC2)C(=O)OC)F)Cl)N2C[C@@H](NCC2)C(=O)O |r| rac-4-[3,5-dichloro-4-[8-(2-fluoro-4-methoxycarbonyl-5-morpholin-4-ylphenyl)-2,4-dihydro-1,3-benzoxazine-3-carbonyl]phenyl]piperazine-2-carboxylic acid